ethyl 2-butyl-4-methyl-1H-pyrrole-3-carboxylate C(CCC)C=1NC=C(C1C(=O)OCC)C